14-nitroxy-tetradec-5-ene O([N+](=O)[O-])CCCCCCCCC=CCCCC